ClC=1C(=C(C=C(C1)F)NC(=S)C1=C(CCN(C1=O)C(=O)OC(C)(C)C)O)C Tert-Butyl 5-[(3-chloro-5-fluoro-2-methylphenyl)carbamothioyl]-4-hydroxy-6-oxo-3,6-dihydropyridine-1(2H)-carboxylate